2-((2S,4R)-2-(1-cyclopropyl-1H-pyrazol-4-yl)tetrahydro-2H-pyran-4-yl)-6,7-dimethyl-4-(2,4,5-trifluorophenyl)pteridine C1(CC1)N1N=CC(=C1)[C@H]1OCC[C@H](C1)C1=NC2=NC(=C(N=C2C(=N1)C1=C(C=C(C(=C1)F)F)F)C)C